pentanediol dimethacrylate C(C(=C)C)(=O)OC(CCCC)OC(C(=C)C)=O